2-(2,6-dioxopiperidin-3-yl)-5-fluoro-6-(3-oxoazetidin-1-yl)isoindoline O=C1NC(CCC1N1CC2=CC(=C(C=C2C1)F)N1CC(C1)=O)=O